4-(5-(4-chloro-2-fluorophenyl)-2,3-dimethylpyrido[3,4-b]pyrazin-7-yl)-2-(1-cyclopropyl-1H-pyrazol-4-yl)-6-methylmorpholine ClC1=CC(=C(C=C1)C1=NC(=CC=2C1=NC(=C(N2)C)C)N2CC(OC(C2)C)C=2C=NN(C2)C2CC2)F